FC(C=1C=C(N(N1)C1=CC=C(C=C1)C(F)(F)F)C=O)(F)F 5-(trifluoromethyl)-2-[4-(trifluoromethyl)phenyl]pyrazole-3-carbaldehyde